1-(6,7-dihydro-5H-pyrido[2',3':6,7]cyclohepta[1,2-c]pyridazin-3-yl)-N3-((7S)-7-(2-butylamino)-6,7,8,9-tetrahydro-5H-benzo[7]annulene-2-yl)-1H-1,2,4-triazole-3,5-diamine N1=NC(=CC2=C1C1=C(CCC2)N=CC=C1)N1N=C(N=C1N)NC=1C=CC2=C(CC[C@H](CC2)NC(C)CC)C1